[Sc].[Lu] lutetium-scandium